P(OC1=C(C=CC=C1)C(C)(C)CC(C)(C)C)(OC1=C(C=CC=C1)C(C)(C)CC(C)(C)C)OC1=C(C=CC=C1)C(C)(C)CC(C)(C)C tri(t-octylphenyl) phosphite